3-Hydroxy-2,2-dimethylpropyl-9-{[(4-chloro-2,6-dimethylphenyl)acetyl] amino}-3,3-dimethyl-1,5-dioxaspiro[5.5]undecan-9-carboxylat OCC(COC(=O)C1(CCC2(OCC(CO2)(C)C)CC1)NC(CC1=C(C=C(C=C1C)Cl)C)=O)(C)C